BrC1=CC=C(C[C@H](N)C(=O)O)C=C1 4-Bromo-phenylalanine